2-(((1R)-1-(2-(3,6-diazabicyclo[3.1.1]heptan-6-yl)-3-cyano-7-methyl-4-oxo-4H-pyrido[1,2-a]pyrimidin-9-yl)ethyl)amino)benzoic acid C12CNCC(N1C=1N=C3N(C(C1C#N)=O)C=C(C=C3[C@@H](C)NC3=C(C(=O)O)C=CC=C3)C)C2